CCCCCCCCCCCCCCCCCCCCCC(=O)O[C@H](COC(=O)CCCCCCC/C=C\CCCCCC)COP(=O)(O)OC[C@H](CO)O 1-(9Z-hexadecenoyl)-2-docosanoyl-glycero-3-phospho-(1'-sn-glycerol)